2-((1,1-difluoropropan-2-yl)amino)benzoic acid FC(C(C)NC1=C(C(=O)O)C=CC=C1)F